tert-butyl 2-carbamimidoyl-2-methylpyrrolidine-1-carboxylate C(N)(=N)C1(N(CCC1)C(=O)OC(C)(C)C)C